3-(3-Hydroxy-4-methoxyphenyl)-2,3-dihydro-1,4-benzoxathiine OC=1C=C(C=CC1OC)C1COC2=C(S1)C=CC=C2